C1(CC1)C=1C=NN2C1N=C(N=C2NCC2=NC1=C(N2)C=CC=C1F)SC 8-cyclopropyl-N-[(4-fluoro-1H-benzimidazol-2-yl)methyl]-2-(methylsulfanyl)pyrazolo[1,5-a][1,3,5]triazin-4-amine